(3RS)-3-(4-(7H-Pyrrolo[2,3-d]pyrimidin-4-yl)-1H-pyrazol-1-yl)-3-cyclopentylpropanenitrile N1=CN=C(C2=C1NC=C2)C=2C=NN(C2)[C@H](CC#N)C2CCCC2 |r|